2-amino-1-[4-(4-chloro-5-fluoro-1H-indole-2-carbonyl)piperazin-1-yl]ethanone NCC(=O)N1CCN(CC1)C(=O)C=1NC2=CC=C(C(=C2C1)Cl)F